2,4-diethyl-pyridinecarboxylic acid C(C)C1(NC=CC(=C1)CC)C(=O)O